C1(CC1)C=1N(C=CN1)C12CC(C1)(C2)NC(OC(C)(C)C)=O tert-butyl (3-(2-cyclopropyl-1H-imidazol-1-yl)bicyclo[1.1.1]pentan-1-yl)carbamate